COC1=C(C(=O)N[C@@H](C)C(=O)O)C=CC(=C1OC)OC 2,3,4-trimethoxybenzoyl-alanine